COC1=C(C=CC(=C1)OC)C1OC(=C(C1=O)OS(=O)(=O)CC1=CC=CC=C1)N 2-(2,4-dimethoxyphenyl)-4-[[phenylmethylsulfonyl]oxy]-5-amino-3(2H)-furanone